5,5-bis(trifluoromethyl)-6,6,7,7,8,8,8-heptafluorooctan-1-ol FC(C(CCCCO)(C(C(C(F)(F)F)(F)F)(F)F)C(F)(F)F)(F)F